6-chloro-1-methyl-1-(2,2,2-trifluoroethyl)furo[3,4-c]pyridine-3(1H)-one ClC1=CC2=C(C=N1)C(OC2(CC(F)(F)F)C)=O